CO[C@@H](COC1=C(C=CC=C1)C(CC(=O)O)CN1C[C@@H](CC1)CCC1=NC=2NCCCC2C=C1)C 3-((R)-2-methoxypropoxyphenyl)-4-((R)-3-(2-(5,6,7,8-tetrahydro-1,8-naphthyridin-2-yl)ethyl)pyrrolidin-1-yl)butyric acid